BrC1=NC=C2C(=C(C=NC2=C1F)[N+](=O)[O-])N1CCN(CC1)C(=O)OC(C)(C)C tert-butyl 4-(7-bromo-8-fluoro-3-nitro-1,6-naphthyridin-4-yl)piperazine-1-carboxylate